BrC=1C(=NC(=NC1)NC(=O)C1=CC=C(C=C1)C1=C(C=C(C=C1)C1=NOC(=N1)C)C1CC1)OCCN(C)C N-(5-Bromo-4-(2-(dimethylamino)ethoxy)pyrimidin-2-yl)-2'-cyclopropyl-4'-(5-methyl-1,2,4-oxadiazol-3-yl)-[1,1'-biphenyl]-4-carboxamid